2-((4-fluorophenyl)amino)-2-oxo-1-phenylethyl 3-amino-6-(1-((S)-1-(tert-butoxycarbonyl)pyrrolidin-3-yl)-1H-pyrazol-4-yl)pyrazine-2-carboxylate NC=1C(=NC(=CN1)C=1C=NN(C1)[C@@H]1CN(CC1)C(=O)OC(C)(C)C)C(=O)OC(C(=O)NC1=CC=C(C=C1)F)C1=CC=CC=C1